cobalt (II) bis(2-ethylhexanoic acid) C(C)C(C(=O)O)CCCC.C(C)C(C(=O)O)CCCC.[Co+2]